2-(3-chloro-4-nitro-1H-pyrazol-1-yl)-3-hydroxy-2-methylpropyl 4-methylbenzenesulfonate CC1=CC=C(C=C1)S(=O)(=O)OCC(CO)(C)N1N=C(C(=C1)[N+](=O)[O-])Cl